OC1(CC1)C(=O)NC=1C=CC(=NC1)C=1N=NN(C1NC(OC(C)C=1C(=NC=CC1)Cl)=O)C 1-(2-chloropyridin-3-yl)ethyl (4-(5-(1-hydroxy cyclopropane-1-carboxamido)pyridin-2-yl)-1-methyl-1H-1,2,3-triazol-5-yl)carbamate